3-fluoro-4-((2r,4r)-2-(4-hydroxypiperidine-1-carbonyl)-6,9-dioxo-5-(4-(trifluoromethyl)benzyl)-5,8-diazaspiro[3.5]nonan-8-yl)benzonitrile FC=1C=C(C#N)C=CC1N1CC(N(C2(CC(C2)C(=O)N2CCC(CC2)O)C1=O)CC1=CC=C(C=C1)C(F)(F)F)=O